methyl 3-((6-amino-4-methoxypyridazin-3-yl)methyl)-5,5-difluoro-2-oxopiperidine-3-carboxylate NC1=CC(=C(N=N1)CC1(C(NCC(C1)(F)F)=O)C(=O)OC)OC